6-(1-acetyl-pyrrolidin-3-yloxy)-2-thieno[2,3-c]pyridin-5-yl-3H-quinazolin-4-one C(C)(=O)N1CC(CC1)OC=1C=C2C(NC(=NC2=CC1)C=1C=C2C(=CN1)SC=C2)=O